2-oxo-2,3-dihydrobenzo[d]oxazol-6-carboxylic acid O=C1OC2=C(N1)C=CC(=C2)C(=O)O